N1=C(C=CC=C1)[C@H](C)NC(=O)C1=CC2=CC3=CC4=CC=CC=C4C=C3C(=C2C=C1)C1=CCC(CC1)C(F)(F)F N-((S)-1-(pyridin-2-yl)ethyl)-5-(4-(trifluoromethyl)cyclohex-1-en-1-yl)-2-naphthacenecarboxamide